2-acetamido-N-((1-(1-(cis-4-isopropylcyclohexyl)piperidin-4-yl)-1H-indole-2-yl)methyl)-3-methylbutanamide C(C)(=O)NC(C(=O)NCC=1N(C2=CC=CC=C2C1)C1CCN(CC1)[C@@H]1CC[C@@H](CC1)C(C)C)C(C)C